{4-[2-(4-chloro-3-fluorophenoxy)acetylamino]bicyclo[2.1.1]hex-1-yl}carbamic acid benzyl ester C(C1=CC=CC=C1)OC(NC12CCC(C1)(C2)NC(COC2=CC(=C(C=C2)Cl)F)=O)=O